ClCCN1C(=NC2=C(C1=O)C=NN2C2=CC=CC=C2)C2=CC=NC=C2 5-(2-chloroethyl)-1-phenyl-6-(pyridin-4-yl)-1,5-dihydro-4H-pyrazolo[3,4-d]pyrimidin-4-one